7-fluoro-4-methoxy-3-methylbenzo[b]thiophene-2-carboxylic acid ethyl ester C(C)OC(=O)C1=C(C2=C(S1)C(=CC=C2OC)F)C